C(CCCCCCC\C=C\CC=CCCCCC)(=O)O trans-9,12-octadecadienoic acid